FC1(CN(C1)CCC=1N=C(C(N(C1)[C@H](C(=O)O)CC(C)C)=O)C)C (S)-2-(5-(2-(3-fluoro-3-methylazetidin-1-yl)ethyl)-3-methyl-2-oxopyrazin-1(2H)yl)-4-methylpentanoic acid